2-fluoro-5-(2-isopropyl-8-morpholino-[1,2,4]triazolo[1,5-a]pyridin-6-yl)-4-methylbenzamide FC1=C(C(=O)N)C=C(C(=C1)C)C=1C=C(C=2N(C1)N=C(N2)C(C)C)N2CCOCC2